Cl.N[C@@H]1[C@@H](CC1)CNC(=O)C1=CN(CCS1)C=1C2=C(N=CN1)NC=C2C |o1:2,3| Rel-N-(((1S,2S)-2-aminocyclobutyl)methyl)-4-(5-methyl-7H-pyrrolo[2,3-d]pyrimidin-4-yl)-3,4-dihydro-2H-1,4-thiazine-6-carboxamide hydrochloride